C1(=CC=CC=C1)C(N1CCC(CC1)OC=1C=C2CN(CC2=CC1)C1=C(C(NN=C1)=O)C(F)(F)F)C1=CC=CC=C1 5-(5-[[1-(diphenylmethyl)piperidin-4-yl]oxy]-2,3-dihydro-1H-isoindol-2-yl)-4-(trifluoromethyl)-2,3-dihydropyridazin-3-one